3-bromocyclopent-2-en-1-one BrC1=CC(CC1)=O